(2S,4r)-1-[(2S)-2-(4-cyclopropyl-triazol-1-yl)-3,3-dimethyl-butyryl]-4-hydroxy-N-[1-[5-methyl-1-[3-(trifluoromethyl)phenyl]pyrazol-4-yl]ethyl]pyrrolidine-2-carboxamide C1(CC1)C=1N=NN(C1)[C@H](C(=O)N1[C@@H](C[C@H](C1)O)C(=O)NC(C)C=1C=NN(C1C)C1=CC(=CC=C1)C(F)(F)F)C(C)(C)C